1-O-α-d-glucopyranosyl-D-mannitol C([C@@H]1[C@H]([C@@H]([C@H]([C@H](O1)OC[C@H]([C@H]([C@@H]([C@@H](CO)O)O)O)O)O)O)O)O